N-cyclopropyl-2-(difluoromethoxy)-6-methoxy-4-[7-[3-(8-oxa-5-azaspiro[3.5]nonan-5-yl)propoxy]imidazo[1,2-a]pyridin-3-yl]benzamide C1(CC1)NC(C1=C(C=C(C=C1OC)C1=CN=C2N1C=CC(=C2)OCCCN2C1(CCC1)COCC2)OC(F)F)=O